BrC=1C(=NC=C(C1)Cl)C([2H])[2H] (3-bromo-5-chloropyridin-2-yl)methane-d2